FC(C1=NNC=N1)F 3-(difluoromethyl)-1H-1,2,4-triazole